5-(3-chlorobenzyl)-N-((R)-3-methyl-1-((3aS,4S,6S,7aR)-3a,5,5-trimethylhexahydro-4,6-methanobenzo[d][1,3,2]dioxaborol-2-yl)butyl)-4,5-dihydroisoxazol-5-carboxamide ClC=1C=C(CC2(CC=NO2)C(=O)N[C@@H](CC(C)C)B2O[C@@]3([C@H](O2)C[C@H]2C([C@@H]3C2)(C)C)C)C=CC1